C1OC=2C=CC3=C(NC=CC=N3)C2O1 8-methylenedioxybenzo[b][1,4]diazepine